ClC1=C(C=CC=C1)CC(=O)O[C@@H]1CC[C@@H](CC1)C1=CC(=CC=C1)NC(CC1=CC(=C(C=C1)O)OC)=O cis-4-{3-[2-(4-hydroxy-3-methoxyphenyl)acetamido]phenyl}cyclohexyl (2-chlorophenyl)acetate